3-(2-((R)-3-(4-benzylpiperazin-1-yl)-2-methylpropyloxy)-7-chloro-8-fluoropyrido[4,3-d]pyrimidin-4-yl)-diazabicyclo[3.2.1]octane-8-carboxylic acid tert-butyl ester C(C)(C)(C)OC(=O)C1N2NC(CC1CC2)C=2C1=C(N=C(N2)OC[C@@H](CN2CCN(CC2)CC2=CC=CC=C2)C)C(=C(N=C1)Cl)F